ClC1=CC(=C(C(=C1)F)C(OC=1C=C(C(=C(C1)F)F)F)(F)F)F 5-[(4-chloro-2,6-difluorophenyl)difluoromethoxy]1,2,3-trifluorobenzene